NC1=C2CCCC2=CC(=C1C1=C2C(=NC=C1)N(C=C2)C(=O)OC(C)(C)C)C tert-butyl 4-(4-amino-6-methyl-2,3-dihydro-1H-inden-5-yl)-1H-pyrrolo[2,3-B]pyridine-1-carboxylate